N-[4-(3-chloro-2-oxopyridin-1(2H)-yl)-3-sulfamoylphenyl]-2-(2-chlorophenyl)-acetamide ClC=1C(N(C=CC1)C1=C(C=C(C=C1)NC(CC1=C(C=CC=C1)Cl)=O)S(N)(=O)=O)=O